NC1CC(C1)C(=O)NCCCNC(C1=C(C=C(C=C1)NC=1C=2N(C=CN1)C(=CN2)C=2C(=NNC2)C(F)(F)F)CC)=O N-(3-((1r,3r)-3-aminocyclobutane-1-carboxamido)propyl)-2-ethyl-4-((3-(3-(trifluoromethyl)-1H-pyrazol-4-yl)imidazo[1,2-a]pyrazin-8-yl)amino)benzamide